N-(6-methoxypyridin-3-yl)-2-[methyl(2-{[1,3]thiazolo[5,4-c]pyridin-6-yl}-5H,6H,7H-cyclopenta[d]pyrimidin-4-yl)amino]acetamide COC1=CC=C(C=N1)NC(CN(C=1C2=C(N=C(N1)C1=CC3=C(C=N1)SC=N3)CCC2)C)=O